(5-bromo-1-methyl-1,3-dihydrobenzo[c]isoxazol-3-yl)indoline-2,3-dione BrC1=CC2=C(N(OC2N2C(C(C3=CC=CC=C23)=O)=O)C)C=C1